(3-fluoro-4-(6-(1-methyl-1H-pyrazol-4-yl)pyrazolo[1,5-a]pyrazin-4-yl)phenyl)methanamine dihydrochloride Cl.Cl.FC=1C=C(C=CC1C=1C=2N(C=C(N1)C=1C=NN(C1)C)N=CC2)CN